FC1=C(C=C(C=C1)OCCCF)B1OC(C(O1)(C)C)(C)C 2-(2-fluoro-5-(3-fluoropropoxy)phenyl)-4,4,5,5-tetramethyl-1,3,2-dioxaborolane